C(C(=O)OCC)(=O)OCC(C)(C)OC(C)C1=CCC(C1)(C)C 2-[1-(4,4-dimethyl-1-cyclopenten-1-yl)ethoxy]-2-methylpropyl ethyl oxalate